4-hydroxy-N-((R)-2-hydroxy-1-(4-(2-methylpyridin-3-yl)phenyl)ethyl)pyrrolidine-2-carboxamide OC1CC(NC1)C(=O)N[C@@H](CO)C1=CC=C(C=C1)C=1C(=NC=CC1)C